OC1=C(C(CC2(CC3=CC4=CC(=CC(=C4C(=C3C(C12O)=O)O)O)OC)O)=O)C(=O)N 1,4a,10,11,12a-pentahydroxy-8-methoxy-3,12-dioxo-4,5-dihydrotetracene-2-carboxamide